5-Hydroxypyridin OC=1C=CC=NC1